1H-Dibenzo[e,g]indole N1C=CC2=C3C(=C4C(=C12)C=CC=C4)C=CC=C3